3-((3-(2-aminopyrimidin-5-yl)-5-morpholinophenyl)sulfonyl)azetidine-1-carboxamide NC1=NC=C(C=N1)C=1C=C(C=C(C1)N1CCOCC1)S(=O)(=O)C1CN(C1)C(=O)N